C1N(CC2=CC=CC=C12)CC=1OC=C(C(C1)=O)OCC1=CC=C(C=C1)[N+](=O)[O-] 2-(isoindolin-2-ylmethyl)-5-((4-nitrobenzyl)oxy)-4H-pyran-4-one